tri(heptadecyl) phosphate P(=O)(OCCCCCCCCCCCCCCCCC)(OCCCCCCCCCCCCCCCCC)OCCCCCCCCCCCCCCCCC